BrC=1C=C(C=C(C1CC1=CNC(C(=C1)C(C)C)=O)Br)N1N=C(C(NC1=O)=O)C#N 2-(3,5-dibromo-4-((5-isopropyl-6-oxo-1,6-dihydropyridin-3-yl)methyl)phenyl)-3,5-dioxo-2,3,4,5-tetrahydro-1,2,4-triazine-6-carbonitrile